7,9-dimethyl-4-[3-(4-pyridyl)azetidin-1-yl]pyrido[3',2':4,5]thieno[3,2-d]pyrimidine CC=1C=C(C2=C(SC3=C2N=CN=C3N3CC(C3)C3=CC=NC=C3)N1)C